ClC1=NC=C(C(=N1)NCC1=CC=C(C=C1)OCC1=NC=CC=C1)OC 2-chloro-5-methoxy-N-(4-(pyridin-2-ylmethoxy)benzyl)pyrimidin-4-amine